(R)-1-((R)-1-(6-chloro-5-methoxypyridin-3-yl)ethyl)-3-(o-tolyl)piperazine ClC1=C(C=C(C=N1)[C@@H](C)N1C[C@H](NCC1)C1=C(C=CC=C1)C)OC